C(C)(C)(C)OC(NCCOCCN1CCN(CC1)CCN(CCOCCNC(OC(C)(C)C)=O)CCOCCNC(=O)OC(C)(C)C)=O tert-butyl(2-(2-(4-(11-(2-(2-((tert-butoxycarbonyl)amino)ethoxy)ethyl)-2,2-dimethyl-4-oxo-3,8-dioxa-5,11-diazatridecane-13-yl)piperazin-1-yl)ethoxy)ethyl)carbamate